Ethyl 2-oxo-2-[(2R,5S)-2-(2-methoxy-4-pyridyl)-5-methyl-1-piperidyl]acetate O=C(C(=O)OCC)N1[C@H](CC[C@@H](C1)C)C1=CC(=NC=C1)OC